COC1=NC(=NC(=C1)OC)/C=C/C(C)=O (E)-4-(4,6-dimethoxypyrimidin-2-yl)but-3-en-2-one